3-(1,1-dimethyl-2,3-dihydro-1H-inden-5-yl)propionaldehyde CC1(CCC2=CC(=CC=C12)CCC=O)C